C(C=C)(=O)N1C[C@@H](N(CC1)C1=NC(N2C3=C(C(=C(C=C13)Cl)C1=C(C=C(C=C1)F)F)SCC2)=O)CS(=O)(=O)C 7-((R)-4-acryloyl-2-((methyl-sulfonyl)methyl)piperazin-1-yl)-9-chloro-10-(2,4-difluorophenyl)-2,3-dihydro-5H-[1,4]thiazino[2,3,4-ij]quinazolin-5-one